3-(4-amino-2-(trifluoromethyl)imidazo[2,1-f][1,2,4]triazin-7-yl)-4-methyl-N-(pyrazin-2-ylmethyl)benzenesulfonamide NC1=NC(=NN2C1=NC=C2C=2C=C(C=CC2C)S(=O)(=O)NCC2=NC=CN=C2)C(F)(F)F